NC1=C(C=C(C=C1I)Br)CC(C)C (2E)-3-(2-amino-5-bromo-3-iodophenyl)-2-methylpropan